FC1=C(C(=C(C=C1)[C@H]1[C@@H](O[C@]([C@H]1C)(C(F)(F)F)C)C(=O)NC1=CC(=NC=C1)C(=O)N)OC)CO |r| rac-4-((2r,3s,4s,5r)-3-(4-fluoro-3-(hydroxymethyl)-2-methoxyphenyl)-4,5-dimethyl-5-(trifluoromethyl)tetrahydrofuran-2-carboxamido)pyridineamide